C[C@@H](CN[C@@H](C)C1=CC=CC=C1)CC |&1:1| (2RS,αS)-2-Methylbutyl-α-phenylethylamine